2-hydroxyoxaoctane OC(O)CCCCCC